ClC=1C(=NC2=CC(=C(N=C2C1N[C@@H](CC)C1=CC(=CC(=C1)F)F)C=1C=NC(=CC1)P(=O)(C)C)F)C 3-chloro-N-[(1S)-1-(3,5-difluorophenyl)propyl]-6-[6-(dimethylphosphoryl)pyridin-3-yl]-7-fluoro-2-methyl-1,5-naphthyridin-4-amine